NCC1=NNC(C2=CC=C(C=C12)C=1C=NN(C1\C=C(/C#N)\C=1C=C(C=CC1)C)C)=O (Z)-3-(4-(4-(aminomethyl)-1-oxo-1,2-dihydro-phthalazin-6-yl)-1-methyl-1H-pyrazol-5-yl)-2-(m-tolyl)acrylonitrile